OC(C1=CC(=C(C=C1)O)OCC1=NC=CC=C1)C1=NC=CC=C1 4-(hydroxy(pyridine-2-yl)methyl)-2-(pyridine-2-yl-methoxyl)phenol